CC=1C(=NC(=NC1)NC1CCC(CC1)S(=O)(=O)N)C1=CN=C2N1C=C(C=C2)C2=CC=CC=C2 4-((5-Methyl-4-(6-phenylimidazo[1,2-a]pyridin-3-yl)pyrimidin-2-yl)amino)cyclohexane-1-sulfonamide